NC1=C(C(=O)NCCC(CC)NC(C2=C(C=CC=C2)N)=O)C=CC=C1 1,3-bis(2-aminobenzoylamino)pentane